C(CCCCCCCCCCCCCCC(C)C)N1CCN(CC1)CC(CO)O 3-(4-isostearyl-1-piperazinyl)-1,2-propanediol